COC1=NC=CC(=C1C1=CN(C2=NC(=CC=C21)NC(=O)[C@H]2[C@@H](C2)CO)COCC[Si](C)(C)C)OC trans-N-[3-(2,4-dimethoxypyridin-3-yl)-1-{[2-(trimethylsilyl)ethoxy]methyl}pyrrolo[2,3-b]pyridin-6-yl]-2-(hydroxymethyl)cyclopropane-1-carboxamide